tris(dimethylamino)(ethylcyclopentadienyl)hafnium CN(C)[Hf](C1(C=CC=C1)CC)(N(C)C)N(C)C